(3S)-4,4-difluoro-3-methyl-piperidine FC1([C@H](CNCC1)C)F